2,5-bis{4-(dibenzothiophene-4-yl)phenyl}pyridine C1=CC=C(C=2SC3=C(C21)C=CC=C3)C3=CC=C(C=C3)C3=NC=C(C=C3)C3=CC=C(C=C3)C3=CC=CC2=C3SC3=C2C=CC=C3